p-keto-amphetamine O=C1CC=C(CC(N)C)C=C1